C(#N)C1=C(C(=NC2=C(C=C(C=C12)F)C(C)NC1=C(C(=O)O)C=CC=C1)C1CCOCC1)C 2-[1-(4-cyano-6-fluoro-3-methyl-2-tetrahydropyran-4-yl-8-quinolyl)ethylamino]benzoic acid